C(C)(C)(C)OC(=O)NC1=C(C(=CC=C1)C)N1C(=CC2=CC=CC=C12)C(=O)OCC1=CC=C(C=C1)[N+](=O)[O-] 4-nitrobenzyl (S)-1-(2-((tert-butoxycarbonyl) amino)-6-methylphenyl)-1H-indole-2-carboxylate